1-((((2S,3R)-3-(3,3-difluorobutyl)-2-fluoro-5-(3-fluorophenyl)-7-(methylthio)-1,1-dioxido-2,3,4,5-tetrahydrobenzo[b][1,4]thiazepin-8-yl)oxy)methyl)cyclopropane-1-carboxylic acid FC(CC[C@@H]1CN(C2=C(S([C@@H]1F)(=O)=O)C=C(C(=C2)SC)OCC2(CC2)C(=O)O)C2=CC(=CC=C2)F)(C)F